FC(C1=C(C=C(C=C1F)CC[C@@H](C(=O)O)NC(=O)OCC1C2=CC=CC=C2C=2C=CC=CC12)F)F (2S)-4-[4-(difluoromethyl)-3,5-difluoro-phenyl]-2-(9H-fluoren-9-ylmethoxycarbonylamino)butanoic acid